6-(5-chloro-2-(((3S,4R)-3-hydroxytetrahydro-2H-pyran-4-yl)amino)pyrimidin-4-yl)-4-fluoro-2-(2-hydroxypropan-2-yl)-1-isopropyl-1H-indole-3-carbonitrile ClC=1C(=NC(=NC1)N[C@H]1[C@@H](COCC1)O)C1=CC(=C2C(=C(N(C2=C1)C(C)C)C(C)(C)O)C#N)F